FC=1C=C2C(=NNC2=CC1F)C1=CC=C2C(=N1)C(NC2=O)(C)C 2-(5,6-difluoro-1H-indazol-3-yl)-7,7-dimethyl-6H-pyrrolo[3,4-b]pyridin-5-one